5-cyclopropyl-1-(2,3-dichlorophenyl)-2-methyl-6-oxo-1,6-dihydropyrimidin-4-yl 4-methylbenzene-1-sulfonate CC1=CC=C(C=C1)S(=O)(=O)OC=1N=C(N(C(C1C1CC1)=O)C1=C(C(=CC=C1)Cl)Cl)C